C12(CCC(CC1)C2)N=C(NC(N)=NC21CCC(CC2)C1)N dinorbornyl-biguanide